CC(C)C1=CC=C(OCC2=CC=CN3C2=NS(CC3)(=O)=O)C=C1 9-{[4-(1-methylethyl)phenoxy]methyl}-3,4-dihydropyrido[2,1-c][1,2,4]thiadiazine 2,2-dioxide